C1(CCCC1)NC1=CC=CC=C1 cyclopentyl-aniline